N,N-dimethyl-1-(5-nitropyridin-2-yl)azetidin-3-amine CN(C1CN(C1)C1=NC=C(C=C1)[N+](=O)[O-])C